P(=O)(OC1=CC=CC=C1)(OC1=CC=C(C=C1)C)OC1=CC=C(C=C1)C phenyl di-p-tolyl phosphate